2-(3-(2-cyclopropoxyethoxy)pyridin-4-yl)-3-((3-fluoro-2-methoxyphenyl)amino)-1,5,6,7-tetrahydro-4H-pyrrolo[3,2-c]pyridin-4-one C1(CC1)OCCOC=1C=NC=CC1C1=C(C=2C(NCCC2N1)=O)NC1=C(C(=CC=C1)F)OC